2,2'-Bipyridyl-5,5'-dicarboxylic acid N1=C(C=CC(=C1)C(=O)O)C1=NC=C(C=C1)C(=O)O